OCC1CCC(CC1)C1=CC=C2C3(C(NC2=C1)=O)CCCCC3 6'-(4-(hydroxymethyl)cyclohexyl)spiro[cyclohexane-1,3'-indolin]-2'-one